NCC1(CN(C1)C(=O)OCCCC)O butyl 3-(aminomethyl)-3-hydroxyazetidine-1-carboxylate